2,2-dimethyl-3,6-octanedione CC(C)(C(CCC(CC)=O)=O)C